C1=CC=CC=2C3=CC=CC=C3C(C12)COC(=O)N1[C@H](C[C@H](C1)NC(=O)OCC1C2=CC=CC=C2C=2C=CC=CC12)C(=O)O (2R,4R)-1-(((9H-fluoren-9-yl)methoxy)carbonyl)-4-((((9H-fluoren-9-yl)methoxy)carbonyl)amino)pyrrolidine-2-carboxylic acid